(R)-1-(3-bromo-2-fluoro-5-(trifluoromethyl)phenyl)ethan-1-amine hydrochloride Cl.BrC=1C(=C(C=C(C1)C(F)(F)F)[C@@H](C)N)F